C(C)(C)(C)[S@@](=O)NC1CCCCC2=C(N(C=C21)C)C(=O)NC2=CC(=C(C=C2)F)Cl 4-(((R)-tert-Butylsulfinyl)amino)-N-(3-chloro-4-fluorophenyl)-2-methyl-2,4,5,6,7,8-hexahydrocyclohepta[c]pyrrole-1-carboxamide